C(C)(C)O[Hf](OC(C)C)(OC(C)C)OC(C)C tetraisopropoxyhafnium(IV)